NC(CN1CCN(CC1)C1=C(C=C2C[C@](COC2=C1)(C)O)NC(=O)C=1C=NN2C1N=CC=C2)=O (S)-N-(7-(4-(2-amino-2-oxoethyl)piperazin-1-yl)-3-hydroxy-3-methylchroman-6-yl)pyrazolo[1,5-a]pyrimidine-3-carboxamide